3-bromo-1-(3-chloropyridin-2-yl)-N-(2-methyl-4-bromo-6-(diethylcarbamoyl)phenyl)-N-methyl-1H-pyrazole-5-carboxamide BrC1=NN(C(=C1)C(=O)N(C)C1=C(C=C(C=C1C(N(CC)CC)=O)Br)C)C1=NC=CC=C1Cl